N-[(3R)-1-[2-[tert-Butyl(dimethyl)silyl]oxyethyl]-3-piperidyl]-1-[2-(difluoromethoxy)-4-(trifluoromethyl)phenyl]pyrido[3,4-d]pyridazin-4-amine [Si](C)(C)(C(C)(C)C)OCCN1C[C@@H](CCC1)NC=1N=NC(=C2C1C=NC=C2)C2=C(C=C(C=C2)C(F)(F)F)OC(F)F